C(CCCCCCCCCCC)(=O)N([C@@H](C)C(=O)O)C N-lauroyl-methylalanine